3-(5-chloro-6-methoxy-2-oxobenzo[d]oxazol-3(2H)-yl)propanoic acid ClC=1C(=CC2=C(N(C(O2)=O)CCC(=O)O)C1)OC